tert-Butyl {[3-(benzyloxy)-6-(trifluoromethyl)pyridin-2-yl]methyl}[(2S)-2-hydroxybutyl]carbamate C(C1=CC=CC=C1)OC=1C(=NC(=CC1)C(F)(F)F)CN(C(OC(C)(C)C)=O)C[C@H](CC)O